CC1=C(C2=C(N=CN=C2NC2(CC2)C)O1)C(=O)N1CC2(CC1)C(NC1=CC=CC=C12)=O 1'-{6-methyl-4-[(1-methylcyclopropyl)amino]furo[2,3-d]pyrimidine-5-carbonyl}-1,2-dihydrospiro[indol-3,3'-pyrrolidin]-2-one